ClC1=CC=C(C=C1)C1(CCCCC1)C(=O)N1CC(C1)OC1=NC(=NC(=C1)C1=C(C=CC=C1C)C)NS(=O)(=O)C=1C=NN(C1)C N-[4-[1-[1-(4-chlorophenyl)cyclohexanecarbonyl]azetidin-3-yl]oxy-6-(2,6-dimethylphenyl)pyrimidin-2-yl]-1-methyl-pyrazole-4-sulfonamide